N1(CCC1)C(=O)C1=CC=C(C=C1)C1=CN(C2=NC=CC(=C21)OC2=C(C=C(C=C2F)NC=2OCC(CN2)(C)C)F)COCC[Si](C)(C)C azetidin-1-yl-(4-(4-(4-((5,5-dimethyl-5,6-dihydro-4H-1,3-oxazine-2-yl)amino)-2,6-difluorophenoxy)-1-((2-(trimethylsilyl)ethoxy)methyl)-1H-pyrrolo[2,3-b]pyridin-3-yl)phenyl)methanone